ClC=1C=CC=2NC(N(CC2N1)CC(=O)NC(C)C1=C(C=C(C=C1)F)F)=O 2-{6-chloro-2-oxo-1H,4H-pyrido[3,2-d]pyrimidin-3-yl}-N-[1-(2,4-difluorophenyl)ethyl]acetamide